BrCCCCCCC(OCCC#CCCCC)OCCC#CCCCC 1-((7-bromo-1-(oct-3-yn-1-yloxy)heptyl)oxy)oct-3-yn